N-[(1S)-5-(methylamino)-1-[[10-oxo-6-(2,2,2-trifluoroethoxy)-1,5,11-triazatricyclo[7.4.0.02,7]trideca-2(7),3,5,8-tetraen-11-yl]methyl]pentyl]-3-(2-methyltetrazol-5-yl)benzamide CNCCCC[C@@H](CN1C(C2=CC=3C(=NC=CC3N2CC1)OCC(F)(F)F)=O)NC(C1=CC(=CC=C1)C=1N=NN(N1)C)=O